NC1=NC(=NC(=N1)C=C)C=C 2-amino-4,6-divinyl-1,3,5-triazine